The molecule is a branched amino pentasaccharide comprising an acetylated glucosamine residue, a glucose residue and three rhamnose residues, one of which is at the reducing end. C[C@H]1[C@@H]([C@H]([C@H]([C@@H](O1)O)O)O[C@H]2[C@@H]([C@@H]([C@H]([C@@H](O2)C)O)O[C@@H]3[C@@H]([C@H]([C@@H]([C@H](O3)CO)O)O)O)O[C@H]4[C@@H]([C@@H]([C@H]([C@@H](O4)C)O)O)O[C@H]5[C@@H]([C@H]([C@@H]([C@H](O5)CO)O)O)NC(=O)C)O